S(=O)(=O)(O)OC1=CC=C(C=C1)NC 4-(Methylamino)phenol sulfate